COC(=O)C1=CC=2C3=C(N=C(NC2C=N1)C1=C(C=CC=C1F)F)C=NN3 5-(2,6-difluorophenyl)-1,6-dihydropyrazolo[4,3-d]Pyrido[4,3-f][1,3]Diazepine-9-carboxylic acid methyl ester